6-chloro-N-isopropyl-2-(methylsulfonyl)pyrido[3,4-d]pyrimidin-8-amine ClC1=CC2=C(N=C(N=C2)S(=O)(=O)C)C(=N1)NC(C)C